4-(2-((4-chloro-2-fluorobenzofuran-7-yl)methoxy)-5-fluoropyrimidin-4-yl)cyclohex-3-ene ClC1=CC=C(C2=C1C=C(O2)F)COC2=NC=C(C(=N2)C2=CCCCC2)F